NC(CN)C (2-aminopropyl)amine